C(#N)C=1C=C(C=C(C1)OC)C1=CC2=C(C(=NO2)C=2C(=C(C(=CC2)OC)S(=O)(=O)N)OC)C(=C1)OC (6-(3-cyano-5-methoxyphenyl)-4-methoxybenzo[d]isoxazol-3-yl)-2,6-dimethoxybenzenesulfonamide